4-(methylsulfonyl)butanenitrile CS(=O)(=O)CCCC#N